O[C@@H]1[C@@H](CC1)NCC=1C(=NC=CC1)NC(OC(C)(C)C)=O tert-Butyl (3-((((cis)-2-hydroxycyclobutyl)amino)methyl)pyridin-2-yl)carbamate